C(CCC)OC(=O)C1=CC(=C(C=C1)S(=O)(=O)[O-])O.[Na+] Sodium 4-(butoxycarbonyl)-2-hydroxybenzenesulfonate